OC1=C(C=CC(=C1)C=O)C=O 2-hydroxybenzene-1,4-dicarbaldehyde